1-((2-aminopyridin-4-yl)methyl)-5,5-dimethyl-3-(1,3,3-trimethyl-2-oxoindolin-6-yl)imidazolidine-2,4-dione NC1=NC=CC(=C1)CN1C(N(C(C1(C)C)=O)C1=CC=C2C(C(N(C2=C1)C)=O)(C)C)=O